[C@@H](C)(CC)N1N=C(C(=C1C(=O)OCC)NC(CC(=O)OC)=O)C |r| (±)-Ethyl 1-(sec-butyl)-4-(3-methoxy-3-oxopropanamido)-3-methyl-1H-pyrazole-5-carboxylate